acetylneuraminic acid sodium salt [Na+].C(C)(=O)C1C(C([O-])=O)(O)O[C@H]([C@@H]([C@H]1O)N)[C@H](O)[C@H](O)CO